N[C@H](C)C=1C=C(C=C2C(C(=C(OC12)C1=NC(=CC=C1)C(F)F)C)=O)C 8-[(1R)-1-aminoethyl]-2-[6-(difluoromethyl)-2-pyridyl]-3,6-dimethyl-chromen-4-one